tert-butyl 4-(3-(4-(3-(4-chloro-3-ethyl-1H-pyrrolo[2,3-b]pyridin-5-yl)phenyl)-3-oxopiperazin-1-yl) propoxy)piperidine-1-carboxylate ClC1=C2C(=NC=C1C=1C=C(C=CC1)N1C(CN(CC1)CCCOC1CCN(CC1)C(=O)OC(C)(C)C)=O)NC=C2CC